1-(tetrahydro-2H-pyran-2-yl)-1H-imidazol O1C(CCCC1)N1C=NC=C1